Cl.Cl.N1(C=NC=C1)C=1C=C(C(=O)NC2C(CNCC2)C)C=CC1 3-(1H-imidazol-1-yl)-N-(3-methylpiperidin-4-yl)benzamide dihydrochloride